1,3-benzoxazole-5-carboxylate O1C=NC2=C1C=CC(=C2)C(=O)[O-]